tris-(2,4-ditertiarybutylphenyl) phosphite P(OC1=C(C=C(C=C1)C(C)(C)C)C(C)(C)C)(OC1=C(C=C(C=C1)C(C)(C)C)C(C)(C)C)OC1=C(C=C(C=C1)C(C)(C)C)C(C)(C)C